tetramethyl-1,4-butanediol CC(C(O)(C)C)(CCO)C